C1=C(C=CC2=CC=CC=C12)CCOC1=CC=C(C=C1)\N=N\C1=CC=C(C=C1)O (E)-4-((4-(2-(naphthalen-2-yl)ethoxy)phenyl)azo)phenol